6-((ethyl-d5)amino)-2-(2-(methyl-d3)-2H-indazol-5-yl)-4-(6-methylpyridin-3-yl)pyrido[3,2-c]pyridazin-3(2H)-one C(C([2H])([2H])[2H])([2H])([2H])NC=1C=CC2=NN(C(C(=C2N1)C=1C=NC(=CC1)C)=O)C1=CC2=CN(N=C2C=C1)C([2H])([2H])[2H]